C1(CC1)C=1C(=NC=C(C1)S(=O)(=O)C)C(=O)NCC1=CC(=NO1)C(F)(F)F 3-cyclopropyl-5-(methylsulfonyl)-N-((3-(trifluoromethyl)isoxazol-5-yl)methyl)picolinamide